(4-bromo-3-chlorophenyl)(2-fluoro-2-(5-(2-methoxybenzyl)thiazol-2-yl)-1,1-dioxidothiomorpholino)methanone BrC1=C(C=C(C=C1)C(=O)N1CC(S(CC1)(=O)=O)(C=1SC(=CN1)CC1=C(C=CC=C1)OC)F)Cl